(S)-(6-bromo-3-(3-(3-methylpyridin-2-yloxy)pyrrolidin-1-yl)pyridin-2-yl)methanol BrC1=CC=C(C(=N1)CO)N1C[C@H](CC1)OC1=NC=CC=C1C